4-chloro-7-fluoro-2-methyl-5-(4,4,5,5-tetramethyl-1,3,2-dioxaborolan-2-yl)-2H-indazole ClC=1C2=CN(N=C2C(=CC1B1OC(C(O1)(C)C)(C)C)F)C